C(C)[Zr+](C1C=CC2=CC=CC=C12)CC bis-ethylindenylzirconium (IV)